Methyl 2-((2-(allyloxy)-4-fluorophenyl)amino)-5-(trifluoromethyl)benzoate C(C=C)OC1=C(C=CC(=C1)F)NC1=C(C(=O)OC)C=C(C=C1)C(F)(F)F